6-{[4-Methyl-1-(6-methylpyridin-3-yl)-1H-1,2,3-triazol-5-yl]methoxy}-2-[3-(propan-2-yl)oxetan-3-yl]-1,2,3,4-tetrahydro-2,7-naphthyridine CC=1N=NN(C1COC=1C=C2CCN(CC2=CN1)C1(COC1)C(C)C)C=1C=NC(=CC1)C